(R)-(2,2-difluoro-1-((4-(3-(triisopropylsilyl)prop-2-yn-1-yl)piperidin-1-yl)methyl)cyclopropyl)methanol FC1([C@](C1)(CN1CCC(CC1)CC#C[Si](C(C)C)(C(C)C)C(C)C)CO)F